monobutyl phthalate sodium salt [Na+].C(C=1C(C(=O)[O-])=CC=CC1)(=O)OCCCC